C1(CC1)C[C@@H](C(N[C@@H](C[C@H]1C(NCC1)=O)C(COC(F)(F)F)=O)=O)NC(=O)C1=NOC(=C1)C(C)(C)F N-((S)-3-cyclopropyl-1-oxo-1-(((S)-3-oxo-1-((S)-2-oxopyrrolidin-3-yl)-4-(trifluoromethoxy)butan-2-yl)amino)propan-2-yl)-5-(2-fluoropropan-2-yl)isoxazole-3-carboxamide